CC1=CC=C(S1)C1=NC2=C(N1CC1=NC=CC=C1)C=CC=C2 2-(5-methylthiophene-2-yl)-1-(pyridin-2-ylmethyl)benzimidazole